4-(2,3-dichloro-6-((2-(trimethylsilyl)ethoxy)methoxy)phenyl)-1-(1-methyl-1H-imidazol-5-yl)pyrrolidin-2-one ClC1=C(C(=CC=C1Cl)OCOCC[Si](C)(C)C)C1CC(N(C1)C1=CN=CN1C)=O